nickel-molybdenum-aluminum oxide [O-2].[Al+3].[Mo+4].[Ni+2]